FC1=C(N(C=C1F)C1=CC=C(C=C1)I)C=O 3,4-difluoro-1-p-iodophenyl-2-pyrrolecarboxaldehyde